sodium undecenate C(C=CCCCCCCCC)(=O)[O-].[Na+]